N,2-di-methoxy-N-[[4-[5-(trifluoromethyl)-1,2,4-oxadiazol-3-yl]phenyl]methyl]propanamide CON(C(C(C)OC)=O)CC1=CC=C(C=C1)C1=NOC(=N1)C(F)(F)F